(2S)-5-chloro-N-{3-[2-(4-chloro-3-fluorophenoxy)acetamido]bicyclo[1.1.1]pent-1-yl}-2-methyl-3-oxo-2,3-dihydro-1-benzofuran-2-carboxamide ClC=1C=CC2=C(C([C@](O2)(C(=O)NC23CC(C2)(C3)NC(COC3=CC(=C(C=C3)Cl)F)=O)C)=O)C1